ethyl (((3,5-difluoropyridin-2-yl) methyl) amino)-2-oxoacetate FC=1C(=NC=C(C1)F)CNC(C(=O)OCC)=O